FC1(C(C=2C(=CN(C2CC1)C1=CC(=C(C=C1)F)C(F)(F)F)C(F)(F)F)O)F 5,5-difluoro-1-(4-fluoro-3-(trifluoromethyl)phenyl)-3-(trifluoromethyl)-4,5,6,7-tetrahydro-1H-indol-4-ol